{6-[1-(2-hydroxyethyl)-4-pyrazolylamino]-2-aza-2-spiro[3.3]heptyl}{o-[(phenylthio)methyl]phenyl}methanone OCCN1N=CC(=C1)NC1CC2(CN(C2)C(=O)C2=C(C=CC=C2)CSC2=CC=CC=C2)C1